(2R,4R)-4-amino-N2-(5-((+)-1-amino-1-(3-cyanophenyl)-3-cyclopropyl)-2-fluorophenyl)-N1-(4-chlorophenyl)pyrrolidine-1,2-dicarboxamide N[C@@H]1C[C@@H](N(C1)C(=O)NC1=CC=C(C=C1)Cl)C(=O)NC1=C(C=CC(=C1)C1CC1(C1=CC(=CC=C1)C#N)N)F